5-[[4-(difluoromethyl)-6-oxo-1H-pyridine-3-carbonyl]amino 2-fluoro-4-[(3R,5S)-3,4,5-trimethylpiperazin-1-yl]phenyl]-3,6-dihydro-2H-pyridine-1-carboxylat FC(C=1C(=CNC(C1)=O)C(=O)NC=1C(=C(C=CC1N1C[C@H](N([C@H](C1)C)C)C)C1=CCCN(C1)C(=O)[O-])F)F